CS(=O)(=O)OC[C@@H](CO[Si](C1=CC=CC=C1)(C1=CC=CC=C1)C(C)(C)C)NC(=O)OC(C)(C)C [(2R)-2-(tert-butoxycarbonylamino)-3-[tert-butyl(diphenyl)silyl] oxypropyl] methanesulfonate